(2S,4R)-4-(2-((3-methyl-[1,1'-biphenyl]-4-yl)amino)-2-oxoethyl)-1-(2-methylbenzofuro[3,2-d]pyrimidin-4-yl)pyrrolidine CC=1C=C(C=CC1NC(C[C@H]1CCN(C1)C=1C2=C(N=C(N1)C)C1=C(O2)C=CC=C1)=O)C1=CC=CC=C1